O=C(C(=O)[O-])CCCCC(=O)[O-] 2-oxoheptane-1,7-dioate